benzyl (S)-3-(((benzyloxy) carbonyl) amino)-4-methyl-2,3,6,7-tetrahydro-1H-azepine-1-carboxylate C(C1=CC=CC=C1)OC(=O)N[C@@H]1CN(CCC=C1C)C(=O)OCC1=CC=CC=C1